CC1=NC(=NO1)C1=CC=C(C=C1)C(C)N1C=NC2=C(C1=O)C1=C(S2)CN(CC1)C(=O)OC(C)(C)C tert-Butyl 3-(1-(4-(5-methyl-1,2,4-oxadiazol-3-yl)phenyl)ethyl)-4-oxo-3,4,5,6-tetrahydropyrido[4',3':4,5]thieno[2,3-d]pyrimidine-7(8H)-carboxylate